C(C)OCCF ethyl-(2-fluoroethyl)ether